1,1-bis(methoxymethyl)-7-isopropylindene COCC1(C=CC2=CC=CC(=C12)C(C)C)COC